3-({5-[(3S,4S)-4-amino-3-methyl-2-oxa-8-azaspiro[4.5]decan-8-yl]-6-(hydroxymethyl)-3-methylpyrazin-2-yl}mercapto)-2-chloro-N,N-dimethylbenzamide N[C@@H]1[C@@H](OCC12CCN(CC2)C=2N=C(C(=NC2CO)SC=2C(=C(C(=O)N(C)C)C=CC2)Cl)C)C